4,4-difluoro-N-(5-{1-[4-(trifluoromethyl)phenyl]-1H-pyrazol-4-yl}-1H-indol-3-yl)cyclohexane-1-carboxamide FC1(CCC(CC1)C(=O)NC1=CNC2=CC=C(C=C12)C=1C=NN(C1)C1=CC=C(C=C1)C(F)(F)F)F